methyl 1-(2-((tert-butoxycarbonyl) amino) ethyl)-1H-indazole-3-carboxylate C(C)(C)(C)OC(=O)NCCN1N=C(C2=CC=CC=C12)C(=O)OC